4-Methoxy-6-(2-(1-(2-methoxypyridin-4-yl)azetidin-3-yl)acetyl)-5-methyl-6,7-dihydro-5H-pyrrolo[3,4-d]pyrimidine-2-carbonitrile COC=1C2=C(N=C(N1)C#N)CN(C2C)C(CC2CN(C2)C2=CC(=NC=C2)OC)=O